2-[[6-(diethoxymethyl)-4-iodo-pyrrolo[3,2-d]pyrimidin-5-yl]methoxy]ethyl-trimethyl-silane C(C)OC(C1=CC=2N=CN=C(C2N1COCC[Si](C)(C)C)I)OCC